ClC1=C(C=C2C=NN(C2=C1)C=1C=C(C(=C(C1)O)F)F)C1=CC(=C(C=C1)O)Cl 5-(6-Chloro-5-(3-chloro-4-hydroxyphenyl)-1H-indazol-1-yl)-2,3-difluorophenol